C(#N)C=1C=C2C(=C(NC2=CC1)C1CCN(CC1)C(=O)OC(C)(C)C)C tertbutyl 4-(5-cyano-3-methyl-1H-indol-2-yl)piperidine-1-carboxylate